COC1=C(C=C(C=C1)OC)CCNC(=O)C1=C(OC=2N=CN=C(C21)NC2(CC2)C)C N-[2-(2,5-dimethoxyphenyl)ethyl]-6-methyl-4-[(1-methylcyclopropyl)amino]furo[2,3-d]pyrimidine-5-carboxamide